6-Methoxy-2-(4-methoxyphenyl)-4-phenylpyridin COC1=CC(=CC(=N1)C1=CC=C(C=C1)OC)C1=CC=CC=C1